ClC1=C(C(=O)C2=C(C=C(C(=C2C#N)OC)NC(C(F)(F)F)=O)NC(C2=CC(=CC(=C2)C(F)(F)F)F)=O)C=C(C=C1)F N-(2-(2-chloro-5-fluorobenzoyl)-3-cyano-4-methoxy-5-(2,2,2-trifluoroacetamido)phenyl)-3-fluoro-5-(trifluoromethyl)benzamide